(S)-1-(2-ethynylthiazol-4-yl)-3-(3-hydroxy-1-oxo-1-(6-azaspiro[2.5]octan-6-yl)propan-2-yl)urea C(#C)C=1SC=C(N1)NC(=O)N[C@H](C(N1CCC2(CC2)CC1)=O)CO